7-Chloro-1-(cyclopropylmethyl)-1H-pyrrolo[2,3-c]pyridine Sodium hydride [H-].[Na+].ClC=1N=CC=C2C1N(C=C2)CC2CC2